5-(4-methylpiperazin-1-yl)-2-nitrobenzamide CN1CCN(CC1)C=1C=CC(=C(C(=O)N)C1)[N+](=O)[O-]